CN1C(C=2N=CN([C@H]3[C@H](O)[C@H](O)[C@@H](CO)O3)C2N=C1N)=S 1-methyl-6-thio-guanosine